6-Bromo-2-((1S,3R)-3-((5-chloropyrimidin-2-yl)amino)cyclohexyl)isoindolin-1-one BrC1=CC=C2CN(C(C2=C1)=O)[C@@H]1C[C@@H](CCC1)NC1=NC=C(C=N1)Cl